ClC=1C=C2C(N(CCO2)CC2=CC=C(C=C2)C)=C(C1F)C(=O)O 7-chloro-6-fluoro-4-[(p-tolyl)methyl]-3,4-dihydro-2H-1,4-benzoxazine-5-carboxylic acid